N-(5-(5-chloro-7-(1,3-dimethylureido)-6-fluoro-1H-indazol-4-yl)pyrazolo[1,5-a]pyridin-2-yl)-2-fluorocyclopropane-1-carboxamide ClC=1C(=C2C=NNC2=C(C1F)N(C(=O)NC)C)C1=CC=2N(C=C1)N=C(C2)NC(=O)C2C(C2)F